C(C)(C)(C)NC1=NC=CC(=C1)CN1C(N(C(C1(C)C)=O)C1=CC=C(C=C1)SC(F)(F)F)=O 1-((2-(tert-butylamino)pyridin-4-yl)methyl)-5,5-dimethyl-3-(4-((trifluoromethyl)thio)phenyl)imidazolidine-2,4-dione